CC(CC(C)(C)C)C(C(=O)O)CCC(CC(C)(C)C)C 2-(1,3,3-trimethylbutyl)-5,7,7-trimethyloctanoic acid